(S)-3-((8-(2-chloro-4-methylphenyl)-9-(4-((1-(3-fluoropropyl)pyrrolidin-3-yl)oxy)phenyl)-6,7-dihydro-5H-benzo[7]annulen-3-yl)amino)-4-hydroxycyclobut-3-ene-1,2-dione ClC1=C(C=CC(=C1)C)C=1CCCC2=C(C1C1=CC=C(C=C1)O[C@@H]1CN(CC1)CCCF)C=CC(=C2)NC=2C(C(C2O)=O)=O